C(CCCCCCCCC)[N+](CC)(C)C Decyldimethylethylammonium